(1-(2-Ethoxyethyl)-1H-pyrazolo[3,4-b]pyrazin-6-yl)(3-(((2-(trifluoromethyl)pyridin-3-yl)oxy)methyl)piperidin-1-yl)methanone C(C)OCCN1N=CC=2C1=NC(=CN2)C(=O)N2CC(CCC2)COC=2C(=NC=CC2)C(F)(F)F